(E)-pent-3-enoic acid C(C\C=C\C)(=O)O